COC1=NC=C(C2=C1N=C(S2)NC(=O)C=2C=CC1=C(CCO1)C2)C2CCOCC2 2,3-Dihydro-benzofuran-5-carboxylic acid [4-methoxy-7-(tetrahydropyran-4-yl)-thiazolo[4,5-c]pyridin-2-yl]-amide